bis-(N,N'-succinimidyl) carbonate C(ON1C(CCC1=O)=O)(ON1C(CCC1=O)=O)=O